NCC(=O)N=[N+]=[N-] glycine-azide